5-[[[(1S,3S)-3-(5,6,7,8-tetrahydro-[1,2,4]triazolo[1,5-a]pyridin-2-ylamino)cyclopentyl]amino]pyrazin-2-yl]pyridin-2-one N=1C(=NN2C1CCCC2)N[C@@H]2C[C@H](CC2)NC=2C(=NC=CN2)C=2C=CC(NC2)=O